NC1=CC=C(C=N1)CC(=O)N1CCC2(C(C2)CNC(=O)N2CC=3C=NC=CC3C2)CC1 N-[[6-[2-(6-amino-3-pyridyl)acetyl]-6-azaspiro[2.5]octan-2-yl]methyl]-1,3-dihydropyrrolo[3,4-c]pyridine-2-carboxamide